5-((6-((5-chloro-2-(3-(trifluoromethyl)-1H-pyrazol-1-yl)pyrimidin-4-yl)amino)-3-methyl-2-oxo-2,3-dihydro-1H-benzo[d]imidazol-1-yl)methyl)-5-ethyl-oxazolidin-2-one ClC=1C(=NC(=NC1)N1N=C(C=C1)C(F)(F)F)NC=1C=CC2=C(N(C(N2C)=O)CC2(CNC(O2)=O)CC)C1